8-bromo-5,7-difluoroisoquinoline BrC=1C(=CC(=C2C=CN=CC12)F)F